C[C@@H](C[C@H]([C@@H](C(C)(C)OC)O)O)[C@@H]1CC[C@@]23[C@@]1(C2)CC[C@H]4[C@]3([C@@H](C[C@@H]5[C@@]4(CC[C@H](C5(C)C)OC(=O)C)C)O[C@H]6[C@@H]([C@H]([C@@H]([C@H](O6)COC(=O)C)O)O)O)C The molecule is a triterpenoid saponin that is 25-methoxy-13,30-cyclodammarane-3,7,23,24-tetrol esterified to the coressponding acetate ester at position 3 and attached to a 6-O-acetyl-beta-D-glucopyranosyl residue at position 7 via a glycosidic linkage. Isolated from Dysoxylum cumingianum, it exhibits antileukemic activity. It has a role as an antineoplastic agent and a plant metabolite. It is an acetate ester, a monosaccharide derivative, a beta-D-glucoside, a pentacyclic triterpenoid, a triterpenoid saponin, an ether and a secondary alcohol.